N-(1-cyanocyclopropyl)-3-(5-(difluoromethyl)-1,3,4-thiadiazol-2-yl)-8-(4-(oxetan-3-yl)piperazin-1-yl)imidazo[1,5-a]pyridine-6-sulfonamide C(#N)C1(CC1)NS(=O)(=O)C=1C=C(C=2N(C1)C(=NC2)C=2SC(=NN2)C(F)F)N2CCN(CC2)C2COC2